FC=1C(=CC(=NC1)OC)C1=CC(=NN1)C(=O)N1C2(CC2)C[C@H](CC1)C(=O)NC1CCC(CC1)(C(F)(F)F)CO (S)-4-(5-(5-fluoro-2-methoxypyridin-4-yl)-1H-pyrazole-3-carbonyl)-N-((1r,4S)-4-(hydroxymethyl)-4-(trifluoromethyl)cyclohexyl)-4-azaspiro[2.5]octane-7-carboxamide